3-chloro-2-hydroxypropyldimethyllaurylammonium chloride [Cl-].ClCC(C[N+](CCCCCCCCCCCC)(C)C)O